N[C@@](C(=O)O)(CC1=C(C=C(C=C1)B(O)O)OC)C (R)-2-amino-3-(4-dihydroxyboryl-2-methoxyphenyl)-2-methylpropanoic acid